C12C3C4C=CC(C3CC2C2CCC1C2)C4 pentacyclo[7.4.0.02,7.13,6.110,13]pentadec-4-ene